4-nitrophenyl (2-fluoro-4-(trifluoromethoxy)phenyl)carbamate FC1=C(C=CC(=C1)OC(F)(F)F)NC(OC1=CC=C(C=C1)[N+](=O)[O-])=O